C(C(=O)OC1=C(C(=C(C=C1Cl)Cl)Cl)C(=O)OCC1=CC=CC=C1)(=O)OC1=C(C(=C(C=C1Cl)Cl)Cl)C(=O)OCC1=CC=CC=C1 bis{3,4,6-trichloro [(phenylmethoxy)carbonyl]phenyl} oxalate